(1-(4-aminocyclohexyl)-5-ethoxy-4-(1-methyl-1H-indazol-5-yl)-1H-pyrazol-3-yl)-2-fluorobenzonitrile NC1CCC(CC1)N1N=C(C(=C1OCC)C=1C=C2C=NN(C2=CC1)C)C=1C(=C(C#N)C=CC1)F